durylene diisocyanate C1(=C(C)C(C)=C(C(C)=C1C)N=C=O)N=C=O